FC(C(=O)O)(F)F.CN1N=C2C(=CC(=CC2=C1)C=1C=CC(=C(C1)O)C=1N=NC(=CC1)C1CN(C1)C)C 5-(2,7-dimethyl-2H-indazol-5-yl)-2-[6-(1-methylazetidin-3-yl)pyridazin-3-yl]phenol trifluoroacetate salt